cadmium chloride [Cl-].[Cd+2].[Cl-]